1-azido-4-nitrobenzene N(=[N+]=[N-])C1=CC=C(C=C1)[N+](=O)[O-]